C(C)(=O)N1[C@@H](CCC1)CN1C(=NC2=C1C=C(C=C2)C(=O)O)CC2=C(C=C(C=C2)C2=CC(=C(C=C2)F)OCC2=C(C=C(C=C2)Cl)F)F 3-[[(2S)-1-Acetylpyrrolidin-2-yl]methyl]-2-[[4-[3-[(4-chloro-2-fluoro-phenyl)methoxy]-4-fluoro-phenyl]-2-fluoro-phenyl]methyl]benzimidazole-5-carboxylic acid